CC1(OB(OC1(C)C)C=1CN(CC1)C(=O)OCCCC)C Butyl 3-(4,4,5,5-tetramethyl-1,3,2-dioxaborolan-2-yl)-2,5-dihydro-1H-pyrrole-1-carboxylate